ClC1=C2C(=CN=CC2=CC=C1)C(NC(=O)[C@@H]1[C@H]2C([C@H]2CN1C(=O)C=1NC(=CC1)C1CC1)(C)C)C#N (1R,2S,5S)-N-[(5-chloro-4-isoquinolyl)-cyano-methyl]-3-(5-cyclopropyl-1H-pyrrole-2-carbonyl)-6,6-dimethyl-3-azabicyclo[3.1.0]hexane-2-carboxamide